trifluoromethane succinimide salt C1(CCC(N1)=O)=O.FC(F)F